bromo-3-chloro-5-(3-((tetrahydro-2H-pyran-2-yl)oxy)propyl)isoquinoline BrC1=NC(=CC2=C(C=CC=C12)CCCOC1OCCCC1)Cl